3-meth-ylpentane-1,5-diol CC(CCO)CCO